(Pentamethylcyclopentadienyl)iridium(III) chloride CC1=C(C(=C(C1(C)[Ir](Cl)Cl)C)C)C